(S)-N-(2-Chloro-4-methoxypyridin-3-yl)-6-(4-ethyl-3-(hydroxymethyl)-5-oxo-4,5-dihydro-1H-1,2,4-triazol-1-yl)-5-fluoro-2-((1,1,1-trifluoropropan-2-yl)oxy)nicotinamide ClC1=NC=CC(=C1NC(C1=C(N=C(C(=C1)F)N1N=C(N(C1=O)CC)CO)O[C@H](C(F)(F)F)C)=O)OC